trans-2,5-dimethyl-piperazine hydrobromide Br.C[C@@H]1NC[C@H](NC1)C